N-(6-(1,2-dimethyl-1H-imidazol-5-yl)isoquinolin-3-yl)-4-(4-methylpiperazin-1-yl)cyclohexane-1-carboxamide CN1C(=NC=C1C=1C=C2C=C(N=CC2=CC1)NC(=O)C1CCC(CC1)N1CCN(CC1)C)C